NC1=C(C=C2C(C=C(OC2=C1[N+](=O)[O-])C1CCOCC1)=O)F 7-amino-6-fluoro-8-nitro-2-(tetrahydro-2H-pyran-4-yl)-4H-chromen-4-one